C1(CCCC1)C1=NN(C(=C1)NC(=O)NC1=C(C=C(C=C1)OC1=CC(=NC=C1)C(NC)=O)F)C=1C=C2C=CC=NC2=CC1 1-(3-cyclopentyl-1-(quinolin-6-yl)-1H-pyrazol-5-yl)-3-(2-fluoro-4-(2-(methylcarbamoyl)pyridin-4-yloxy)phenyl)urea